6-chloro-5-(6-(dimethylamino)-2-(trifluoromethyl)pyridin-3-yl)-N-methoxy-1H-indole-3-carboxamide ClC1=C(C=C2C(=CNC2=C1)C(=O)NOC)C=1C(=NC(=CC1)N(C)C)C(F)(F)F